4-(N-methyl-N-(3-(N,N-dibutyl-L-leucinylamino)-4-methoxyphenyl)-amino)coumarin CN(C1=CC(=C(C=C1)OC)NC([C@@H](N(CCCC)CCCC)CC(C)C)=O)C1=CC(OC2=CC=CC=C12)=O